O1C(=CC=C1)C1OCC2C(O1)C(C(C(O2)OC2=C(C=CC=C2)C(\C=C\C2=CC=CC=C2)=O)NC(C)=O)O N-[2-(Furan-2-yl)-8-hydroxy-6-[2-[(E)-3-phenylprop-2-enoyl]phenoxy]-4,4a,6,7,8,8a-hexahydropyrano[3,2-d][1,3]dioxin-7-yl]acetamide